NC1=CC(=C(C=C1)N1CCN(CC1)CCN1CCC(CC1)COC1=CC(=C2C(NC(=NC2=C1)CSC1CCOCC1)=O)F)F 7-((1-(2-(4-(4-amino-2-fluorophenyl)piperazin-1-yl)ethyl)piperidin-4-yl)methoxy)-5-fluoro-2-(((tetrahydro-2H-pyran-4-yl)thio)methyl)quinazolin-4(3H)-one